OC1=C(C=NC=C1)CN1C(C2=CC=C(C=C2C=N1)S(=O)(=O)C1=CC=C(C=C1)OC)=O 2-((4-hydroxypyridin-3-yl)methyl)-6-(4-methoxyphenylsulphonyl)phthalazin-1(2H)-one